(6-((2-(2,5-dioxo-2,5-dihydro-1H-pyrrol-1-yl)ethyl)amino)-6-oxohexanoyl)-L-alanyl-L-alanine O=C1N(C(C=C1)=O)CCNC(CCCCC(=O)N[C@@H](C)C(=O)N[C@@H](C)C(=O)O)=O